C(#N)C1=C(C=C(C=C1C)N1N=C2C([C@@H](N(CC2)C(=O)OC(C)(C)C)C)=C1NC(=O)NCC(OC)OC)C tert-butyl (S)-2-(4-cyano-3,5-dimethylphenyl)-3-(3-(2,2-dimethoxyethyl) ureido)-4-methyl-2,4,6,7-tetrahydro-5H-pyrazolo[4,3-c]pyridine-5-carboxylate